2,3-dibromo-4,5,6-trifluorobenzonitrile BrC1=C(C#N)C(=C(C(=C1Br)F)F)F